3-(4-chlorophenyl)-1-phenyl-2-propen-1-one ClC1=CC=C(C=C1)C=CC(=O)C1=CC=CC=C1